COC1=CC=C2C(C(=C(OC2=C1OC)C(F)(F)F)C=1C=NN(C1)CC1=CC(=CC=C1)C)=O 7,8-dimethoxy-3-(1-(3-methylbenzyl)-1H-pyrazol-4-yl)-2-(trifluoromethyl)-4H-chromen-4-one